C1(=CC=CC=C1)[C@H]1[C@@H](C1)N (1R,2S)-2-phenylcyclopropanamine